COC(=O)C1=C(C=C(CN)C=C1)C1=CC=CC=C1 (4-methoxycarbonyl-3-phenylbenzyl)amine